(R)-5-Chloro-2-(4-((tetrahydro-2H-pyran-3-yl)amino)imidazo[1,5-d][1,2,4]triazin-1-yl)phenol ClC=1C=CC(=C(C1)O)C=1C=2N(C(=NN1)N[C@H]1COCCC1)C=NC2